FC1=C(C(=CC(=C1)F)OCCOC)C=1C2=C(C(=NC1C1=CC=C3CCN(CC3=C1)C(=O)OC(C)(C)C)O)C=CS2 tert-butyl 7-[7-[2,4-difluoro-6-(2-methoxyethoxy)phenyl]-4-hydroxy-thieno[3,2-c]pyridin-6-yl]-3,4-dihydro-1H-isoquinoline-2-carboxylate